C12CN(CC2C1)C1=NSC(=N1)NC(=O)C=1C(=CC(=NC1)N1C(C(=CC=C1)F)=O)C1=CC(=NC=C1OC)C(F)F N-(3-(3-azabicyclo[3.1.0]hex-3-yl)-1,2,4-thiadiazol-5-yl)-2''-(difluoromethyl)-3-fluoro-5''-methoxy-2-oxo-2H-[1,2':4',4''-terpyridine]-5'-carboxamide